ClC=1C=C(C(=O)N[C@@H](C)C2=NC=NN2C=2SC=CN2)C=C(C1)S(=O)(=O)C 3-chloro-5-(methylsulfonyl)-N-{(1S)-1-[1-(1,3-thiazol-2-yl)-1H-1,2,4-triazol-5-yl]ethyl}benzamide